[Na+].C(C)N(C1=CC=C(C=C1)C(C1=C(C=C(C(=C1)O)S(=O)(=O)[O-])S(=O)(=O)[O-])=C1C=CC(C=C1)=[N+](CC)CC)CC 4-[[4-(diethylamino)phenyl]-(4-diethylazaniumylidenecyclohexa-2,5-dien-1-ylidene)methyl]-6-hydroxybenzene-1,3-disulfonate sodium salt